FC1=NC=CC(=C1)C1(NC(=NC(=N1)NCC1OCCC1)C1=NC(=CC=C1)C(F)(F)F)N 2-(2-fluoropyridin-4-yl)-N4-((tetrahydrofuran-2-yl)methyl)-6-(6-(trifluoromethyl)pyridin-2-yl)-1,3,5-triazine-2,4-diamine